Cl.O[C@@H]1CNCCC1 (3S)-3-hydroxy-piperidine hydrochloride